tert-butyl (R)-2-(2-oxoethyl)piperidine-1-carboxylate O=CC[C@@H]1N(CCCC1)C(=O)OC(C)(C)C